C(N)(=O)[Fe] carbamyl-iron